5-(8-fluoroimidazo[1,2-a]pyridin-6-yl)-N-(3-(4-methylpiperazin-1-yl)phenyl)-7H-pyrrolo[2,3-d]pyrimidin-2-amine FC=1C=2N(C=C(C1)C1=CNC=3N=C(N=CC31)NC3=CC(=CC=C3)N3CCN(CC3)C)C=CN2